1-(4-amino-2-benzyloxy-3-nitro-phenyl)ethanone aluminum(III) tri-sec-butoxide CC([O-])CC.CC([O-])CC.CC([O-])CC.[Al+3].NC1=C(C(=C(C=C1)C(C)=O)OCC1=CC=CC=C1)[N+](=O)[O-]